methoxy-5-[[2-[(2R,5S)-5-methyl-2-phenyl-1-piperidyl]-2-oxo-acetyl]amino]pyridine-3-carboxamide COC1=NC=C(C=C1C(=O)N)NC(C(=O)N1[C@H](CC[C@@H](C1)C)C1=CC=CC=C1)=O